C(C)(C)(C)[S@@](=O)NC1C=2C(=NC=C(C2)OC)CC12CCN(CC2)C(=O)OC(C)(C)C tert-butyl 5-[[(R)-tert-butylsulfinyl] amino]-3-methoxy-spiro[5,7-dihydro-cyclopenta[b]pyridine-6,4'-piperidine]-1'-carboxylate